N-[4-[2-(dimethylamino)ethoxy]benzyl]-3,4-dimethoxybenzamide hydrochloride Cl.CN(CCOC1=CC=C(CNC(C2=CC(=C(C=C2)OC)OC)=O)C=C1)C